4-(dimethylamino)-2-((4-fluoro-2-methylphenyl)amino)benzoic acid CN(C1=CC(=C(C(=O)O)C=C1)NC1=C(C=C(C=C1)F)C)C